BrCC1=C(C=C(C#N)C=C1)Cl 4-(bromomethyl)-3-chlorobenzonitrile